(Z)-1-(3-fluorobenzyl)-4-(hydroxyimino)-3-methyl-9-oxo-4,9-dihydro-1H-naphtho[2,3-d]imidazole-3-ium FC=1C=C(CN2C=[N+](C\3=C2C(C2=CC=CC=C2/C3=N/O)=O)C)C=CC1